N-hydroxy-4-((3-(4-(morpholinomethyl)phenethyl)-2,4-dioxo-3,4-dihydroquinazolin-1(2H)-yl)methyl)benzamide ONC(C1=CC=C(C=C1)CN1C(N(C(C2=CC=CC=C12)=O)CCC1=CC=C(C=C1)CN1CCOCC1)=O)=O